4-(5-(1-acryloylpyrrolidin-3-yl)pyrrolo[1,2-c]pyrimidin-7-yl)-N-(4-cyanopyridin-2-yl)benzamide C(C=C)(=O)N1CC(CC1)C=1C=C(N2C=NC=CC21)C2=CC=C(C(=O)NC1=NC=CC(=C1)C#N)C=C2